O1CCN(CC1)C1CCN(CC1)CCCNC1=C2C(=NC(=C1)C1=CC=C(C=C1)CN1CCSCC1)C=CS2 N-(3-(4-morpholinopiperidin-1-yl)propyl)-5-(4-(thiomorpholinomethyl)phenyl)thieno[3,2-b]pyridin-7-amine